COC1=CC=C(C=C1)C1=NN(C(=C1)C1=CC=C(C=C1)C(C)(C)C)C(=O)[O-] 3-(4-methoxyphenyl)-5-(4-t-butylphenyl)-1-pyrazolate